(5-((4,5-dimethoxy-6-(1-methyl-1H-indol-3-yl)pyrimidin-2-yl)amino)-2-((2-(dimethylamino)ethyl)(methyl)amino)phenyl)acetamide COC1=NC(=NC(=C1OC)C1=CN(C2=CC=CC=C12)C)NC=1C=CC(=C(C1)CC(=O)N)N(C)CCN(C)C